tert-butyl (S)-4-(4-((4-((4-((tetrahydrofuran-3-yl)oxy)-5-(trifluoromethyl)pyrimidin-2-yl)amino)piperidin-1-yl)sulfonyl)phenyl)-3,6-dihydropyridine-1(2H)-carboxylate O1C[C@H](CC1)OC1=NC(=NC=C1C(F)(F)F)NC1CCN(CC1)S(=O)(=O)C1=CC=C(C=C1)C=1CCN(CC1)C(=O)OC(C)(C)C